(1R)-1-[2-methyl-3-(trifluoro-methyl)phenyl]ethan-1-amine hydrochloride Cl.CC1=C(C=CC=C1C(F)(F)F)[C@@H](C)N